NC(C(NCCOCCOCCC(N(C(C(=O)[O-])C)C)=O)=O)CC(=O)N 15,17-diamino-2,3-dimethyl-4,14,17-trioxo-7,10-dioxa-3,13-diazaheptadecan-1-oate